ethyl (2,2,3,3,3-pentafluoro-n-propyl) disulfide FC(CSSCC)(C(F)(F)F)F